1,4-dimethyl-2-(4-(methylsulfonyl)phenyl)-6-(4-(piperidin-4-yl)phenyl)-1H-imidazo[4,5-c]pyridine CN1C(=NC=2C(=NC(=CC21)C2=CC=C(C=C2)C2CCNCC2)C)C2=CC=C(C=C2)S(=O)(=O)C